BrC=1C(=NC2=CC=CC=C2C1)C(=O)[O-] 3-bromoquinolinate